CC1=C(C2=CC=CC=C2C(=C1)OC(CCCCCCCCCC)=O)OC(CCCCCCCCCC)=O 2-methyl-1,4-bis(n-undecanoyloxy)naphthalene